5-(1-ethoxyvinyl)-3-methylbenzo[d]oxazol-2(3H)-one C(C)OC(=C)C=1C=CC2=C(N(C(O2)=O)C)C1